BrC=1N(C2=CC=C(C=C2C1)F)S(=O)(=O)C1=CC=C(C)C=C1 2-bromo-5-fluoro-1-(p-toluenesulfonyl)indole